CC1(CCOC(=O)C1)O mevalonoLactone